((cyclohexylmethyl)(butoxycarbonyl)amino)-2-methyl-5-phenylpentanoate C1(CCCCC1)CN(C(=O)OCCCC)C(C(=O)[O-])(CCCC1=CC=CC=C1)C